3-(2-fluorophenyl)-4-methyl-pyridazin-1-ium-1-amine 2,4,6-trimethylbenzenesulfonate CC1=C(C(=CC(=C1)C)C)S(=O)(=O)[O-].FC1=C(C=CC=C1)C=1N=[N+](C=CC1C)N